N-(5,6-difluoro-1H-indol-3-yl)-N'-{4-[(6-methoxypyridin-3-yl)oxy]-3-methylphenyl}ethanediamide FC=1C=C2C(=CNC2=CC1F)NC(C(=O)NC1=CC(=C(C=C1)OC=1C=NC(=CC1)OC)C)=O